ClC1=CC(=C(C(=O)NC2=NC(=C(C=C2)I)NCCCCC2CNCCC2)C=C1)F 4-chloro-2-fluoro-N-(5-iodo-6-((4-(piperidin-3-yl)butyl)amino)pyridin-2-yl)benzamide